COCCOC(NC12CC3(CC(CC(C1)C3)C2)NC(=O)C2=NC(=CC=C2)C)=O {3-[(6-Methyl-pyridine-2-carbonyl)-amino]-adamantan-1-yl}-carbamic acid 2-methoxy-ethyl ester